[1,2,4]triazolo[4',3':1,6]pyrido[3,2-b]benzofuro[4,3-fg][1,4]oxazonine O1C2=C(N=CC3=C4C(C1)=COC4=CC=C3)N3C(C=C2)=NN=C3